C(C)OC(CCC(=O)C1=NC(=CC(=C1O)C#N)NC(C1=C(C=CC=C1Cl)Cl)=O)=O 4-[4-Cyano-6-(2,6-dichloro-benzoylamino)-3-hydroxy-pyridin-2-yl]-4-oxo-butyric acid ethyl ester